6-(Chloromethyl)-2-(2'-(4-methyl-4H-1,2,4-triazol-3-yl)-[1,1'-biphenyl]-3-yl)-4-(trifluoromethyl)isoindolin-1-one ClCC1=CC(=C2CN(C(C2=C1)=O)C=1C=C(C=CC1)C1=C(C=CC=C1)C1=NN=CN1C)C(F)(F)F